[C@@H]12N(C[C@@H](C=C1)C2)C(CC2=C(NC1=CC=C(C(=C21)F)OC)Br)=O 1-((1S,4R)-2-azabicyclo[2.2.1]hept-5-en-2-yl)-2-(2-bromo-4-fluoro-5-methoxy-1H-indol-3-yl)ethan-1-one